N-(5-fluoro-2-nitrobenzoyl)-N-methylglycinate FC=1C=CC(=C(C(=O)N(CC(=O)[O-])C)C1)[N+](=O)[O-]